Potassium tert-butyl heptane-3-carboxylate CCC(CCCC)C(=O)OC(C)(C)C.[K]